C(C)(=O)O[C@H]1[C@@](O[C@@]([C@H]1OC(C)=O)(CF)I)(N1C(=O)NC(=O)C=C1)[2H] 2',3'-di-O-acetyl-r-deutero-5'-deoxy-5'-fluoro-4'-iodouridine